(E)-O,O-bis((9H-Fluoren-9-yl)methyl) S-(4-((tert-butyldiphenylsilyl)oxy)-3-methylbut-2-en-1-yl) phosphorothioate P(OCC1C2=CC=CC=C2C=2C=CC=CC12)(OCC1C2=CC=CC=C2C=2C=CC=CC12)(SCC=C(CO[Si](C1=CC=CC=C1)(C1=CC=CC=C1)C(C)(C)C)C)=O